N-(6-(7-(dimethylamino)-6-fluoro-5-methyl-1H-indazol-4-yl)imidazo[1,2-b]pyridazin-2-yl)-2-fluorocyclopropane-1-carboxamide CN(C=1C(=C(C(=C2C=NNC12)C=1C=CC=2N(N1)C=C(N2)NC(=O)C2C(C2)F)C)F)C